tert-Butyl N-[(1R)-2-[4-[1-(benzenesulfonyl)pyrrolo[2,3-b]pyridin-4-yl]anilino]-1-(hydroxymethyl)-2-oxo-ethyl]carbamate C1(=CC=CC=C1)S(=O)(=O)N1C=CC=2C1=NC=CC2C2=CC=C(NC([C@@H](CO)NC(OC(C)(C)C)=O)=O)C=C2